2-[1-[2-chloro-4-[6-(cyclopropylmethoxy)-2-pyridinyl]-6-fluoro-phenyl]-4-piperidinyl]acetic acid ClC1=C(C(=CC(=C1)C1=NC(=CC=C1)OCC1CC1)F)N1CCC(CC1)CC(=O)O